7-methoxy-3,7-dimethyloct-1-ene COC(CCCC(C=C)C)(C)C